C(#N)C1=NC=CC(=C1)CNC(=O)N[C@H]1[C@@H]2CC[C@H](C1)C2 |r| 1-[(2-cyanopyridin-4-yl)methyl]-3-[rac-(1R,2R,4S)-2-bicyclo[2.2.1]heptyl]urea